(R)-(5-(1-(difluoromethyl)-1H-pyrazol-4-yl)-1,3,4-oxadiazol-2-yl)(4-(4-isopropylpyrazolo[1,5-a]pyridin-2-yl)-1,4,6,7-tetrahydro-5H-imidazo[4,5-c]pyridin-5-yl)methanone FC(N1N=CC(=C1)C1=NN=C(O1)C(=O)N1[C@H](C2=C(CC1)NC=N2)C2=NN1C(C(=CC=C1)C(C)C)=C2)F